C(C)(C)(CC)C(CCCC)O t-amyl-pentanol